4-(2-(((tert-butyldimethylsilyl)oxy)methyl)-3-(6-fluoro-4-oxoquinazolin-3(4H)-yl)phenyl)-2-(1-methyl-1H-pyrazol-4-yl)-1H-indole-7-carboxamide [Si](C)(C)(C(C)(C)C)OCC1=C(C=CC=C1N1C=NC2=CC=C(C=C2C1=O)F)C1=C2C=C(NC2=C(C=C1)C(=O)N)C=1C=NN(C1)C